NC1=C2C(=CC=CC2=CC=C1)O 5-amino-4-hydroxynaphthalene